nitrogen silicon compound with water O.[Si].[N]